C1([C@H](O)[C@H](O)[C@H](O1)CO)N[C@@H](CO)C(=O)O ribosyl-serine